FC(OC=1C=C(C=CC1)N1C(N(C2=C1C=CC(=C2)C(=O)NC2(CS(C2)(=O)=O)C)CC(F)(F)F)=O)F 1-(3-(Difluoromethoxy)phenyl)-N-(3-methyl-1,1-dioxidothietan-3-yl)-2-oxo-3-(2,2,2-trifluoroethyl)-2,3-dihydro-1H-benzo[d]imidazole-5-carboxamide